ClC1C(C2CCC1C2)=O 3-chloro-2-norbornanone